tri(1,3-dichloro-2-propyl)phosphate ClCC(CCl)OP(=O)(OC(CCl)CCl)OC(CCl)CCl